Cl.COC([C@H](N)C)=O D-ALANINE METHYL ESTER hydrochloride